FC1(CCN(CC1)C(=O)C=1C=CC(=NC1)N1N=CC2=CC(=CC=C12)C#N)F 1-(5-(4,4-difluoropiperidine-1-carbonyl)pyridin-2-yl)-1H-indazole-5-carbonitrile